C(C)OC(C(C1=C(C=C(C=C1OC)OC)OC)C1=C(C=C(C=C1)N(C)C)C)=O 2-(4-(dimethylamino)-2-methylphenyl)-2-(2,4,6-trimethoxyphenyl)acetic acid ethyl ester